C(C=C)(=O)N prop-enamide